NC1=NC=CC2=CC=C(C=C12)C=1C=C2[C@@H](CC3(CCN(CC3)CC)C2=CC1)OC1=C(C=CC=C1)CC(=O)O (R)-2-(2-((5-(1-aminoisoquinolin-7-yl)-1'-ethyl-2,3-dihydrospiro[indene-1,4'-piperidin]-3-yl)oxy)phenyl)acetic acid